FC(COC1=NC=CC(=C1)[C@H](C(F)F)OC1=NN(C2=NN=C(C=C21)C=2C(NC(NC2)=O)=O)C)F 5-[3-[(1R)-1-[2-(2,2-difluoroethoxy)-4-pyridyl]-2,2-difluoro-ethoxy]-1-methyl-pyrazolo[3,4-c]pyridazin-5-yl]-1H-pyrimidine-2,4-dione